ClC(C=1N=C2N(C=CC(=C2)C(F)(F)F)C1)Cl 2-(dichloromethyl)-7-(trifluoromethyl)imidazo[1,2-a]pyridine